2-(2,6-dioxopiperidin-3-yl)-4-((1-methyl-6-(3-(trifluoromethyl)phenyl)-1H-indazol-5-yl)amino)isoindoline-1,3-dione O=C1NC(CCC1N1C(C2=CC=CC(=C2C1=O)NC=1C=C2C=NN(C2=CC1C1=CC(=CC=C1)C(F)(F)F)C)=O)=O